methyl 3,5-dichloro-4-bromomethylbenzoate ClC=1C=C(C(=O)OC)C=C(C1CBr)Cl